2-vinyl-10-methyl-10H-phenothiazine C(=C)C1=CC=2N(C3=CC=CC=C3SC2C=C1)C